C[C@H]1N(CCOC1)C=1C2=C(N=C(N1)C1=C3C(=NC=C1)NC=C3)C(=CS2)C2(CCOCC2)O (R)-4-(4-(3-Methylmorpholinyl)-2-(1H-pyrrolo[2,3-b]pyridin-4-yl)thieno[3,2-d]pyrimidine-7-yl)tetrahydro-2H-pyran-4-ol